p-tolyl 4-methylpiperidine-1-carbodithioate CC1CCN(CC1)C(=S)SC1=CC=C(C=C1)C